FC1=C(C#N)C=CC(=C1)O[C@H]1CN(C[C@]1(CO)O)S(=O)(=O)C1=CC=C(C=C1)I 2-fluoro-4-(((3S,4R)-4-hydroxy-4-(hydroxymethyl)-1-((4-iodophenyl)sulfonyl)pyrrolidin-3-yl)oxy)benzonitrile